C1=CC=CC=2C3=CC=CC=C3C(C12)COC(=O)N[C@H](C(=O)O)CCC(NC1CC(C1)NC(=O)OC(C)(C)C)=O (2S)-2-({[(9H-fluoren-9-yl)methoxy]carbonyl}amino)-4-{[(1r,3S)-3-{[(tert-butoxy)carbonyl]amino}cyclobutyl]carbamoyl}butanoic acid